pentaerythritol tetraoctanate C(CCCCCCC)(=O)OCC(COC(CCCCCCC)=O)(COC(CCCCCCC)=O)COC(CCCCCCC)=O